CC([C@@H](C(N1[C@@H](CCC1)C(=O)N1[C@H](COCC1)C1=CC=CC=C1)=O)NC(=O)C1=CC2=C(S1)C=CC(=C2)C(F)(F)P(O)(O)=O)(C)C ((2-(((S)-3,3-dimethyl-1-oxo-1-((S)-2-((S)-3-phenylmorpholine-4-carbonyl)pyrrolidin-1-yl)butan-2-yl)carbamoyl)benzo[b]thiophen-5-yl)difluoromethyl)phosphonic acid